2,3-difluoro-N-(2-fluoro-4-iodophenyl)-6-[(3-methyleneazetidin-1-yl)carbonyl]Aniline FC1=C(NC2=C(C=C(C=C2)I)F)C(=CC=C1F)C(=O)N1CC(C1)=C